CN1C(N(C2=C1C=C(C=C2)C2CNCCC2)C2C(NC(CC2)=O)=O)=O 3-[3-methyl-2-oxo-5-(3-piperidyl)benzimidazol-1-yl]piperidine-2,6-dione